1-[3-(2-chloro-6-methyl-4-pyridinyl)-2-(3-cyanophenyl)pyrazolo[1,5-a]Pyrimidin-5-yl]-3-cyano-2-phenyl-isourea ClC1=NC(=CC(=C1)C=1C(=NN2C1N=C(C=C2)NC(OC2=CC=CC=C2)=NC#N)C2=CC(=CC=C2)C#N)C